FC1=CC(=C(C=C1)C(C)N1C[C@@H](N(C[C@H]1C)N1N=C2C(N(C(C=C2)=O)C([2H])([2H])[2H])=C1)C)C(F)(F)F ((2S,5R)-4-(1-(4-fluoro-2-(trifluoromethyl)phenyl)ethyl)-2,5-dimethylpiperazin-1-yl)-4-(methyl-d3)-2,4-dihydro-5H-pyrazolo[4,3-b]pyridin-5-one